tert-butyl ((1r,3r)-3-(iodomethyl)cyclobutyl)carbamate ICC1CC(C1)NC(OC(C)(C)C)=O